C(C)(C)(C)OC(=O)N1CCN(CC1)C1=C(C=C(C=C1)OCCS(=O)(=O)C)F 4-(2-fluoro-4-(2-(methylsulfonyl)ethoxy)phenyl)-piperazine-1-carboxylic acid tert-butyl ester